(1S,2R)-5'-methoxy-2-(3-((5-methoxypyrimidin-4-yl)amino)-1H-indazol-6-yl)spiro[cyclopropane-1,3'-indolin]-2'-one COC=1C=C2[C@@]3(C(NC2=CC1)=O)[C@H](C3)C3=CC=C1C(=NNC1=C3)NC3=NC=NC=C3OC